2-Propanyl 4-{(3S,5aR,6R,7R,8aS)-6-[(1E,3S)-4-(3-chlorophenoxy)-3-hydroxy-1-buten-1-yl]-7-hydroxyoctahydro-2H-cyclopenta[b]oxepin-3-yl}butanoate ClC=1C=C(OC[C@H](/C=C/[C@H]2[C@@H](C[C@@H]3OC[C@H](CC[C@@H]32)CCCC(=O)OC(C)C)O)O)C=CC1